C(C)(C)(C)OC(=O)N1C2CC(C1C(=O)O)C2 2-[(tert-butoxy)carbonyl]-2-azabicyclo[2.1.1]Hexane-3-carboxylic acid